F[C@H]1[C@@]2(CC[C@](C[C@H]1OC1=CC=C(N=N1)C1=C(C=C(C=C1)N1N=CC(=N1)C)O)(N2)C)C 2-(6-(((1S,2S,3R,5R)-2-fluoro-1,5-dimethyl-8-azabicyclo[3.2.1]octan-3-yl)oxy)pyridazin-3-yl)-5-(4-methyl-2H-1,2,3-triazol-2-yl)phenol